(1R,3s,5S)-N-(6-(4-(1-methyl-1H-1,2,3-triazol-4-yl)-1H-indazol-7-yl)pyridazin-3-yl)-8-azabicyclo[3.2.1]octan-3-amine CN1N=NC(=C1)C1=C2C=NNC2=C(C=C1)C1=CC=C(N=N1)NC1C[C@H]2CC[C@@H](C1)N2